COC1=CC=C(C=C1)C=1C(=NC(=CN1)CCC(F)(F)F)N1CCC(CC1)OCC(=O)O 2-((1-(3-(4-methoxyphenyl)-6-(3,3,3-trifluoropropyl)pyrazin-2-yl)piperidin-4-yl)oxy)acetic acid